C[C@@]12[C@@H](O)CC[C@H]1[C@@H]1CC[C@H]3C[C@@H](O)CC[C@]3(C)[C@H]1CC2 3β-androstanediol